COC1=C(C=C2C(CCN3CCC(C1=C23)(C)C)(C)C)C=CC=2OC(=CC(C2)=C(C#N)C#N)C=CC2=C(C=3C(CCN1CCC(C(C31)=C2)(C)C)(C)C)OC dl-2-{2,6-bis[2-(8-methoxy-1,1,7,7-tetramethyl-2,3,6,7-tetrahydro-1H,5H-benzo[ij]quinolizin-9-yl)ethenyl]-4H-pyran-4-ylidene}propanedinitrile